2-[3-[(trans)-2-[5-(diethylaminomethyl)-2-pyridyl]vinyl]-1-tetrahydropyran-2-yl-indazol-6-yl]sulfanyl-3-fluoro-N-methyl-benzamide C(C)N(CC)CC=1C=CC(=NC1)/C=C/C1=NN(C2=CC(=CC=C12)SC1=C(C(=O)NC)C=CC=C1F)C1OCCCC1